S1C=NC2=C1C=C(C=C2)C=2C(=NN1C2OCC1)C1=CC(=CC=C1)OC 7-(Benzo[d]thiazol-6-yl)-6-(3-methoxyphenyl)-2,3-dihydropyrazolo[5,1-b]oxazole